COC(=O)C1=CC(=NC(=C1)C=1C=NN(C1C#CC[C@H](C[N+](=O)[O-])C)C)C.N(=C=O)CC1(CCCCC1)CN=C=O 3-trans-bis(isocyanatomethyl)cyclohexane methyl-2-methyl-6-[1-methyl-5-[(4R)-4-methyl-5-nitro-pent-1-ynyl]pyrazol-4-yl]pyridine-4-carboxylate